6-chloro-8-((1S,2S)-2-(2-(difluoromethyl)-1-(2,2,2-trifluoroethyl)-1H-benzo[d]imidazol-5-yl)cyclopropyl)imidazo[1,2-b]pyridazine ClC=1C=C(C=2N(N1)C=CN2)[C@@H]2[C@H](C2)C2=CC1=C(N(C(=N1)C(F)F)CC(F)(F)F)C=C2